[O-2].[Ta+5].[Zr+4].[Cf+3].[Li+] lithium-californium-zirconium-tantalum oxide